1-ethyl-4-(fluoromethylene)-3-methylpiperidine-3-carboxylic acid methyl ester COC(=O)C1(CN(CCC1=CF)CC)C